tetracyclo[4.4.0.12,5.17,10]-dodeca-3-ene C12C3C=CC(C2C2CCC1C2)C3